1-(3-chloropyridin-2-yl)-N-(2-bromo-4-chloro-6-(N-butylaminoformyl)phenyl)-N-methyl-1H-pyrazole-5-carboxamide ClC=1C(=NC=CC1)N1N=CC=C1C(=O)N(C)C1=C(C=C(C=C1C(=O)NCCCC)Cl)Br